2-[[4-[(2R)-2-(4-chlorophenyl)-6-fluoro-2,3-dihydro-1,4-benzodioxin-5-yl]-1-piperidyl]methyl]-3-[[(2S)-oxetan-2-yl]methyl]benzimidazole-5-carboxylic acid ClC1=CC=C(C=C1)[C@@H]1COC2=C(O1)C=CC(=C2C2CCN(CC2)CC=2N(C1=C(N2)C=CC(=C1)C(=O)O)C[C@H]1OCC1)F